5,7-dichloro-1,4-dihydro-1,4-epoxynaphthalene ClC1=C2C3C=CC(C2=CC(=C1)Cl)O3